borneolol C12(C(CC(CC1)C2(C)C)(O)O)C